2-[3-chloro-4-[8-[3-chloro-4-[4-[(3R)-3-(hydroxymethyl)piperazine-1-carbonyl]piperidine-1-carbonyl]anilino]imidazo[1,2-a]pyrazin-3-yl]-2-fluorophenoxy]acetonitrile ClC=1C(=C(OCC#N)C=CC1C1=CN=C2N1C=CN=C2NC2=CC(=C(C=C2)C(=O)N2CCC(CC2)C(=O)N2C[C@@H](NCC2)CO)Cl)F